(R)-N-(2-(4-Cyanothiazolidin-3-yl)-2-oxoethyl)-6-(3-hydroxy-3-methyl-azetidin-1-yl)quinoline-4-carboxamide C(#N)[C@H]1N(CSC1)C(CNC(=O)C1=CC=NC2=CC=C(C=C12)N1CC(C1)(C)O)=O